ClC1=C(C=CC=C1Cl)SC=1N=CC(=NC1C)N1CCC(CCC1)N 1-(5-((2,3-dichlorophenyl)thio)-6-methylpyrazin-2-yl)azepan-4-amine